COC=1C=C2C(=CC=NC2=CC1)N1C(C2=CC=CC(=C2CC1)C=1C(=NN(C1)C)C(F)(F)F)=O 2-(6-methoxyquinolin-4-yl)-5-(1-methyl-3-(trifluoromethyl)-1H-pyrazol-4-yl)-3,4-dihydroisoquinolin-1(2H)-one